[F-].C(CCCCCCCCCC)[NH+]1CC(CCC1)C 1-undecyl-3-methylpiperidinium fluoride salt